N1(N=CN=C1)C1=CC=C(C=C1)O 4-(1H-1,2,4-triazol-1-yl)phenol